5-((1-imidazol-1-yl)methyl)-6-methoxy-[1,1'-biphenyl]-3-amine N1(C=NC=C1)CC=1C=C(C=C(C1OC)C1=CC=CC=C1)N